(R)-3-((4-(1-(4-(2,4-dioxotetrahydropyrimidin-1(2H)-yl)-2-fluorobenzyl)piperidin-4-yl)phenyl)amino)-5-(3-(3-methyl-2-oxoimidazolin-1-yl)piperidin-1-yl)pyrazine-2-carboxamide O=C1N(CCC(N1)=O)C1=CC(=C(CN2CCC(CC2)C2=CC=C(C=C2)NC=2C(=NC=C(N2)N2C[C@@H](CCC2)N2C(N(CC2)C)=O)C(=O)N)C=C1)F